(3R)-3-(4-{4-[(2-{1-[6-(2-hydroxyphenyl)pyridazin-4-yl]-4-phenylpiperidine-4-carbonyl}-2,6-diazaspiro[3.4]octan-6-yl)methyl]piperidin-1-yl}phenyl)piperidine-2,6-dione OC1=C(C=CC=C1)C1=CC(=CN=N1)N1CCC(CC1)(C(=O)N1CC2(C1)CN(CC2)CC2CCN(CC2)C2=CC=C(C=C2)[C@@H]2C(NC(CC2)=O)=O)C2=CC=CC=C2